C(C)C(COC(CCCCCCCCCCCCC)=O)CCCC.[Sn] tin tetradecanoic acid 2-ethylhexyl ester